5-Amino-8-(2-furyl)-3-[2-[4-[4-(2-methoxy-1,1-dimethyl-ethoxy)phenyl]piperazin-1-yl]ethyl]-1-methyl-[1,2,4]triazolo[5,1-f]purin-2-one NN1C=NC(=C2N3C(N=C12)N(C(N3C)=O)CCN3CCN(CC3)C3=CC=C(C=C3)OC(COC)(C)C)C=3OC=CC3